tert-butyl 4-{4-[(3S,4R)-1-benzyl-4-(dimethylamino)pyrrolidin-3-yl]phenyl}piperazine-1-carboxylate C(C1=CC=CC=C1)N1C[C@@H]([C@H](C1)N(C)C)C1=CC=C(C=C1)N1CCN(CC1)C(=O)OC(C)(C)C